S(=O)(=O)(O)O.N1C=[NH+]C=C1 imidazolium dihydrosulfate